5,5'-(butane-1,4-diylbis(oxy))dipicolinimidamide C(CCCOC=1C=CC(=NC1)C(N)=N)OC=1C=CC(=NC1)C(N)=N